2-(Dodecyl-thiocarbonothioylthio)-2-methyl-propionic acid C(CCCCCCCCCCC)SC(=S)SC(C(=O)O)(C)C